BrC1=C2N=C(C(=NC2=CC=C1)C)OC 5-bromo-3-methoxy-2-methylquinoxaline